C1(=CC=CC=C1)C(C1C2=CC(=CC=C2C=2C=CC(=CC12)C(C)(C)C)C(C)(C)C)(C1C=CC=C1)CCCCCC phenyl-(1-hexyl)-cyclopentadienyl-(2,7-di-tert-butylfluoren-9-yl)methane